C1(=CC=CC=C1)C1C2CCC(C1)C2 2-phenyl-norbornane